N-(4-(4-(6-(2-methylmorpholino)pyridin-2-yl)-1H-1,2,3-triazol-1-yl)-3-(6-azaspiro[2.5]octan-6-yl)phenyl)methanesulfonamide CC1OCCN(C1)C1=CC=CC(=N1)C=1N=NN(C1)C1=C(C=C(C=C1)NS(=O)(=O)C)N1CCC2(CC2)CC1